CSC1=CC2=C(C(=N1)C1=CNC3=CN=C(C=C31)NC(C)=O)OC3C(O2)CCCC3 N-(3-(3-(methylthio)-5a,6,7,8,9,9a-hexahydrobenzo[5,6][1,4]dioxino[2,3-c]pyridin-1-yl)-1H-pyrrolo[2,3-c]pyridin-5-yl)acetamide